C(C)(=O)NC1=CC=C(C=N1)NC(=O)N1C(C(NC2=C(C1)C=CC=C2)=O)C(C)CC N-(6-acetamidopyridin-3-yl)-3-(sec-butyl)-2-oxo-1,2,3,5-tetrahydro-4H-benzo[1,4]diazepine-4-carboxamide